4-chloro-5-((3R)-3-((4-(1-(1-chloro-3-hydroxypropan-2-yl)-3,5-dimethyl-1H-pyrazol-4-yl)pyridin-2-yl)oxy)pyrrolidin-1-yl)pyridazin-3(2H)-one ClC=1C(NN=CC1N1C[C@@H](CC1)OC1=NC=CC(=C1)C=1C(=NN(C1C)C(CCl)CO)C)=O